C(C)NC1=CC(=CC=C1O)C 2-ethylamino-p-cresol